trans-β-styreneboronic acid C(=C\C1=CC=CC=C1)/B(O)O